ClC=1C=C(NC2(CCC3(C(CC4=CC(=C(C=C34)C)C)C[C@H](COC3=CC=NC=4CCC[C@H](C34)C)C)CC2)C(=O)O)C=CC1 4-(3-chloroanilino)-5',6'-dimethyl-2'-[(2R)-2-methyl-3-{[(5R)-5-methyl-5,6,7,8-tetrahydroquinolin-4-yl]oxy}propyl]-2',3'-dihydrospiro[cyclohexane-1,1'-indene]-4-carboxylic acid